N-(3-((2-aminopyrimidin-5-yl)ethynyl)-2,4-difluorophenyl)-5-chloro-2-methoxypyridin-3-sulfonamide NC1=NC=C(C=N1)C#CC=1C(=C(C=CC1F)NS(=O)(=O)C=1C(=NC=C(C1)Cl)OC)F